FC(CO)CCCCO[Si](C(C)C)(C(C)C)C(C)C 2-fluoro-6-[(triisopropylsilyl)oxy]-1-hexanol